COC=1C=C(C=CC1OC)C1=NC(=C2NC=NC2=N1)NCC1=CC=C(C=C1)C=1N(C=C(N1)C(F)(F)F)C 2-(3,4-dimethoxyphenyl)-N-(4-(1-methyl-4-(trifluoromethyl)-1H-imidazol-2-yl)benzyl)-7H-purin-6-amine